BrC=1C=C(C(=NC1)C(=O)OC)S methyl 5-bromo-3-mercaptopicolinate